FC(OC1=CC=C(C=C1)C1=CN=C2N1C=CN=C2NC2=CC(=C(C(=O)N1CCN(CC1)C(C[C@H]1NCCC1)=O)C=C2)C)F 1-[4-[4-[[3-[4-(difluoromethoxy)phenyl]imidazo[1,2-a]pyrazin-8-yl]amino]-2-methylbenzoyl]piperazin-1-yl]-2-[(2S)-pyrrolidin-2-yl]ethanone